decan-2-carboxylate CC(CCCCCCCC)C(=O)[O-]